cyclopentylsulfonyl-(3-chlorophenyl-sulfonyl)diazomethane C1(CCCC1)S(=O)(=O)C(=[N+]=[N-])S(=O)(=O)C1=CC(=CC=C1)Cl